OC1=CC=C(C=C1)C1=CC(=NN1)NC=1C=C2CCC(NC2=CC1)=O 6-((5-(4-hydroxyphenyl)-1H-pyrazol-3-yl)amino)-3,4-dihydroquinolin-2(1H)-one